8-(3-(1-(2-Methoxyethyl)-1H-pyrazol-4-yl)-1H-pyrazolo[4,3-d]pyrimidin-5-yl)-3-methyl-3,8-diazabicyclo[3.2.1]octan-2-one COCCN1N=CC(=C1)C1=NNC2=C1N=C(N=C2)N2C1C(N(CC2CC1)C)=O